2-(2-(Azepan-1-ylsulfonyl)-4-nitrophenoxy)-N,N-DIMETHYLETHANAMINE N1(CCCCCC1)S(=O)(=O)C1=C(OCCN(C)C)C=CC(=C1)[N+](=O)[O-]